N[C@@H](C)C1=CC=C(C=C1)C1(CCC(CC1)(F)F)NC(CNC(OCC1=CC=CC=C1)=O)=O Benzyl {2-[(1-{4-[(1S)-1-aminoethyl]phenyl}-4,4-difluorocyclohexyl)amino]-2-oxoethyl}carbamate